C(C)(C)(C)OC(NCCN1C(=NC(=C1C(C)O)Cl)C)=O (2-(4-Chloro-5-(1-hydroxyethyl)-2-methyl-1H-imidazol-1-yl)ethyl)carbamic acid tert-butyl ester